7-[6-chloro-4-(cis-5-methyl-2,3,3a,4,6,6a-hexahydropyrrolo[2,3-c]pyrrol-1-yl)-8-(methylamino)-9H-pyrido[2,3-b]indol-3-yl]-4-oxo-quinolizine-3-carboxylic acid ClC=1C=C2C3=C(NC2=C(C1)NC)N=CC(=C3N3CC[C@@H]1[C@H]3CN(C1)C)C1=CN3C(C(=CC=C3C=C1)C(=O)O)=O